(±)-1-[(3,4-dichlorophenyl)methyl]-3,7-dimethyl-8-[(5-oxopyrrolidin-3-yl)amino]-2,3,6,7-tetrahydro-1H-purine-2,6-dione ClC=1C=C(C=CC1Cl)CN1C(N(C=2N=C(N(C2C1=O)C)N[C@H]1CNC(C1)=O)C)=O |r|